(S)-1-(4-(((S)-5-(ethoxycarbonyl)-6-(3-fluoro-2-methylphenyl)-2-(thiazol-2-yl)-3,6-dihydropyrimidin-4-yl)methyl)piperazine-1-carbonyl)piperidine-3-carboxylic acid C(C)OC(=O)C1=C(NC(=N[C@H]1C1=C(C(=CC=C1)F)C)C=1SC=CN1)CN1CCN(CC1)C(=O)N1C[C@H](CCC1)C(=O)O